zinc taurate NCCS(=O)(=O)[O-].[Zn+2].NCCS(=O)(=O)[O-]